3-(anthracen-9-yl)acrolein C1=CC=CC2=CC3=CC=CC=C3C(=C12)C=CC=O